5-methyl-N2-(4-(4-methylpiperazin-1-yl)phenyl)pyrimidine-2,4-diamine CC=1C(=NC(=NC1)NC1=CC=C(C=C1)N1CCN(CC1)C)N